12-methyl-14-tetradec-9-enolide CC1CC=CCCCCCCCC(=O)OCC1